(+/-)-8-((3R,4S)-4-((5-isopropoxypyridin-2-yl)oxy)-3-methylpiperidin-1-yl)-5-methyl-6-oxo-5,6-dihydro-1,5-naphthyridine-2-carbonitrile C(C)(C)OC=1C=CC(=NC1)O[C@@H]1[C@@H](CN(CC1)C1=CC(N(C=2C=CC(=NC12)C#N)C)=O)C |r|